1-[2-[5-Bromo-2-(8-chloro-4-oxochromen-2-yl)phenoxy]ethyl]piperidin BrC=1C=CC(=C(OCCN2CCCCC2)C1)C=1OC2=C(C=CC=C2C(C1)=O)Cl